ClC1=CC=C2[C@@]3(C(N(C2=C1)CCCCCCCC#C)=O)C1(N([C@H]([C@@H]3C3=C(C(=CC=C3)Cl)F)C(=O)O)C)CCCCC1 (3'R,4'S,5'R)-6''-chloro-4'-(3-chloro-2-fluorophenyl)-1'-methyl-1''-(non-8-yn-1-yl)-2''-oxodispiro[cyclohexane-1,2'-pyrrolidine-3',3''-indoline]-5'-carboxylic acid